N1=CC=NC(=C1)C(=O)N pyrazine-5-carboxamide